C(#N)CC1CC(C1)(C1=NN=CN1C)C=1C=C(C=CC1)NC(=O)C1=CC(=C2C(=N1)C=CN2)C=O N-(3-((1s,3s)-3-(cyanomethyl)-1-(4-methyl-4H-1,2,4-triazol-3-yl)cyclobutyl)phenyl)-7-formyl-1H-pyrrolo[3,2-b]pyridine-5-carboxamide